2-((4-(2-(4-chloro-2-(methoxyl-d3)phenyl)-4-fluoro-2H-chromen-8-yl)piperidin-1-yl)methyl)-3-(((S)-oxetan-2-yl)methyl)-3H-imidazo[4,5-b]pyridine-5-carboxylic acid ClC1=CC(=C(C=C1)C1OC2=C(C=CC=C2C(=C1)F)C1CCN(CC1)CC1=NC=2C(=NC(=CC2)C(=O)O)N1C[C@H]1OCC1)OC([2H])([2H])[2H]